(R)-3-((6-Bromo-3-((1-((dimethylamino)meth-yl)cyclopropyl)methoxy)-5-fluoro-7,9-dihydrofuro-[3,4-f]quinazolin-1-yl)-amino)piperidin-2-one BrC=1C2=C(C=3C(=NC(=NC3C1F)OCC1(CC1)CN(C)C)N[C@H]1C(NCCC1)=O)COC2